N-(4-chloro-3-(1-(3-(4-methylpiperazin-1-yl)propyl)-1H-1,2,4-triazol-3-yl)thiophen-2-yl)-2-(2-oxo-6-(trifluoromethyl)quinolin-1(2H)-yl)acetamide ClC=1C(=C(SC1)NC(CN1C(C=CC2=CC(=CC=C12)C(F)(F)F)=O)=O)C1=NN(C=N1)CCCN1CCN(CC1)C